CC(=CC)I methyl-iodopropylene